FC1(C(NC2(C1O)CCCC2)=O)F 3,3-difluoro-4-hydroxy-1-azaspiro[4.4]nonan-2-one